CC1CC(CCC1)CC 1-Methyl-3-ethylcyclohexane